CN(C(=O)C=1C=C2C(C=COC2=CC1)=O)C N,N-dimethyl-4-oxo-chromene-6-carboxamide